COC=1C=C(C=C(C1O)OC)C(CCC(C1=CC(=C(C(=C1)OC)O)OC)C1=CC(=C(C(=C1)OC)O)OC)C1=CC(=C(C(=C1)OC)O)OC 1,1,4,4-tetrakis(3,5-dimethoxy-4-hydroxyphenyl)butane